ClC1=C(C=C(C(=O)N2CC=3N=C(N(C(C3C[C@H]2C)=O)C2=C(N=C(N2C)C(=O)OCC)C)NC(C)C)C=C1)C(F)(F)F (R)-Ethyl 5-(7-(4-chloro-3-(trifluoromethyl) benzoyl)-2-(isopropylamino)-6-methyl-4-oxo-5,6,7,8-tetrahydropyrido[3,4-d]pyrimidin-3(4H)-yl)-1,4-dimethyl-1H-imidazole-2-carboxylate